O1C(=O)C(=CC2=CC=CC=C12)C=1C(OC2=CC=CC=C2C1)=O coumarinyl-(2H-chromen-2-one)